Cl.ClC=1C(=NC(=NC1)NC1=CC(=C(C(=C1)C)OCCCN(CC)CC)C)N1OCCC1C1=CC=CC=C1 5-chloro-N-(4-(3-(diethylamino)propoxy)-3,5-dimethylphenyl)-4-(3-phenylisoxazolidin-2-yl)pyrimidine-2-amine hydrochloride